2,2,2-trifluoro-1-(2-thienyl)ethanone FC(C(=O)C=1SC=CC1)(F)F